1-methyl-1H,6H,7H-[1,2,3]Triazolo[4,5-d]Pyrimidin-7-one CN1N=NC=2N=CNC(C21)=O